5-bromo-2,3-dimethoxynitrobenzene BrC=1C=C(C(=C(C1)[N+](=O)[O-])OC)OC